2-[4-[(2S,5R)-4-(3,3-difluoro-2,2-dimethylbutanoyl)-2,5-dimethylpiperazin-1-yl]spiro[6H-pyrrolo[2,3-d]pyrimidine-5,1'-cyclobutane]-7-yl]pyridine-4-carbonitrile FC(C(C(=O)N1C[C@@H](N(C[C@H]1C)C=1C2=C(N=CN1)N(CC21CCC1)C1=NC=CC(=C1)C#N)C)(C)C)(C)F